C(C1=CC=CC=C1)C=1C(=CNC1)S(=O)(=O)O 4-benzyl-1H-pyrrole-3-sulfonic acid